sodium citrate trisodium salt [Na+].[Na+].[Na+].C(CC(O)(C(=O)[O-])CC(=O)[O-])(=O)[O-].[Na+]